5-(imidazo[1,2-b]pyridazin-6-yl)-N2-((1s,4s)-4-methoxycyclohexyl)-N4-methyl-7H-pyrrolo[2,3-d]pyrimidine-2,4-diamine N=1C=CN2N=C(C=CC21)C2=CNC=1N=C(N=C(C12)NC)NC1CCC(CC1)OC